5-(tert-butoxy)-4-(18-(tert-butoxy)-18-oxooctadecanamido)-5-oxopentanoic acid C(C)(C)(C)OC(C(CCC(=O)O)NC(CCCCCCCCCCCCCCCCC(=O)OC(C)(C)C)=O)=O